3-[2-[bis(2-methylpropyl)amino]-5-(cyanomethyl)phenyl]-1-(2,4-difluorophenyl)urea CC(CN(C1=C(C=C(C=C1)CC#N)NC(NC1=C(C=C(C=C1)F)F)=O)CC(C)C)C